C(C1CO1)OC1=CC(=CC=C1)N(CC1CO1)CC1CO1 O,N,N-triglycidyl-meta-aminophenol